CCCCCCCCCCCCCCCCCCCCCCCCCCCCCCCCCCCCCCCCCCC n-Tritetracontane